6-bromo-7-fluoro-5-((4-fluoro-3-methylphenyl)amino)-1H-indazole-1-carboxylic acid benzyl ester C(C1=CC=CC=C1)OC(=O)N1N=CC2=CC(=C(C(=C12)F)Br)NC1=CC(=C(C=C1)F)C